2-[[1-(4-chloro-2-methoxy-3-pyridyl)cyclopropanecarbonyl]amino]-4-[[3-fluoro-2-methoxy-propyl]-[4-(5,6,7,8-tetrahydro-1,8-naphthyridin-2-yl)butyl]amino]butanoic acid ClC1=C(C(=NC=C1)OC)C1(CC1)C(=O)NC(C(=O)O)CCN(CCCCC1=NC=2NCCCC2C=C1)CC(CF)OC